C(C1=CC=CC=C1)OP(=O)(OCC1=CC=CC=C1)CCC(NCCOCCOCC(NCCOCCOCC(=O)O)=O)=O 21-(Bis(benzyloxy)phosphoryl)-10,19-dioxo-3,6,12,15-tetraoxa-9,18-diaza-heneicosanoic acid